O=C1N(CC2=C3C(=CC=C12)CC1(CO3)CNC1)[C@@H]1C(NC(CC1)=O)=O (S)-3-(7'-oxo-7',9'-dihydro-2'H-spiro[azetidine-3,3'-pyrano[2,3-e]isoindol]-8'(4'H)-yl)piperidine-2,6-dione